6-{[(1R)-1-(4-chlorophenyl)-7-fluoro-5-[1-hydroxy-1-(1-methyl-1H-pyrazol-3-yl)propyl]-3-oxo-1-[(3S)-oxocyclopent-3-yloxy]-2,3-dihydro-1H-isoindol-2-yl]methyl}pyridine-3-carbonitrile ClC1=CC=C(C=C1)[C@@]1(N(C(C2=CC(=CC(=C12)F)C(CC)(C1=NN(C=C1)C)O)=O)CC1=CC=C(C=N1)C#N)O[C@@H]1CC(CC1)=O